bis(trifluoromethanesulfonyl)aniline FC(S(=O)(=O)N(C1=CC=CC=C1)S(=O)(=O)C(F)(F)F)(F)F